methylenebis(5,6-dimethylbenzimidazole) C(C=1NC2=C(N1)C=C(C(=C2)C)C)C=2NC1=C(N2)C=C(C(=C1)C)C